BrC=1C=NC=CC1N1CCC(CC1)N1CC(C1)(F)F 3-bromo-4-[4-(3,3-difluoroazetidin-1-yl)-1-piperidyl]pyridine